2-(4-Chloro-3-fluorophenoxy)-N-[(3S,6R)-6-[6-(trifluoromethyl)-1,3-benzoxazol-2-yl]piperidin-3-yl]acetamid ClC1=C(C=C(OCC(=O)N[C@@H]2CN[C@H](CC2)C=2OC3=C(N2)C=CC(=C3)C(F)(F)F)C=C1)F